OCC1CC2CN3C1C(C1=C(CC3)C3=C(N1)C=CC(=N3)O)C2 7-(hydroxymethyl)-6,6a,7,8,9,10,12,13-octahydro-5H-6,9-methanopyrido[1,2-a]pyrido[2',3':4,5]pyrrolo[2,3-d]azepin-2-ol